COC1=CC=C(CN2CCC(CC2)NC(OC(C)(C)C)=O)C=C1 tert-butyl [1-(4-methoxybenzyl)piperidin-4-yl]carbamate